ClC1=C(C=C(C=C1)N1CCC1)N1N=C2N=CC(=CC2=C1)C1=NC=CC=C1 N-{4-chloro-3-[5-(pyridin-2-yl)-2H-pyrazolo[3,4-b]pyridin-2-yl]phenyl}azetidine